C(C)(C)(C)C1=NSC(=C1)NC(OC1=CC=CC=C1)=O phenyl (3-(tert-butyl)isothiazol-5-yl)carbamate